tert-butyl N-[(1-methyl-2-oxo-indolin-6-yl)methyl]carbamate CN1C(CC2=CC=C(C=C12)CNC(OC(C)(C)C)=O)=O